biscyclopentadienyl-zirconium hydride [H-].C1(C=CC=C1)[Zr+2]C1C=CC=C1.[H-]